dibromodithienopyrrole BrC1=C(SC=2C3=C(NC21)SC=C3)Br